2-methyl-6-(8-{1H-pyrazolo[3,4-b]pyridin-5-yl}-2H,3H,4H-pyrido[3,2-b][1,4]oxazin-6-yl)pyridine CC1=NC(=CC=C1)C=1C=C(C=2OCCNC2N1)C=1C=C2C(=NC1)NN=C2